6-oxazol-2-amidopyrimidine-2,4(1H,3H)-dione O1C(=NC=C1)C(=O)NC1=CC(NC(N1)=O)=O